ClC=1C(=C(C(=CC1)C(F)F)C1=CN=C(C(=N1)C(=O)O)N(C)C)F 6-(3-Chloro-6-(difluoro-methyl)-2-fluorophenyl)-3-(dimethylamino)pyrazine-2-carboxylic acid